FC=1C=C2C(=NC1)CN(C2)C(=O)NC2=CC=C(C=C2)C2CCN(CC2)C(C(C)(C)O)=O 3-fluoro-N-(4-(1-(2-hydroxy-2-methylpropanoyl)piperidin-4-yl)phenyl)-5,7-dihydro-6H-pyrrolo[3,4-b]pyridine-6-carboxamide